C(C)(C)(C)OC1=CC=C(C=C1)C=C 1-(tert-butoxy)-4-vinylbenzene